butyl 4-((1r,4r)-4-(4-amino-3-(4-phenoxyphenyl)-1H-pyrazolo[3,4-d]pyrimidin-1-yl)cyclohexyl)piperazine-1-carboxylate NC1=C2C(=NC=N1)N(N=C2C2=CC=C(C=C2)OC2=CC=CC=C2)C2CCC(CC2)N2CCN(CC2)C(=O)OCCCC